ethyl 4-(1H-imidazolylmethyl)-phenylhexanoate N1(C=NC=C1)CC1=CC=C(C=C1)C(C(=O)OCC)CCCC